[1-methyl-2-[(1,2,2-trimethylbicyclo[3.1.0]hex-3-yl)methyl]cyclopropyl]methanol CC1(C(C1)CC1C(C2(CC2C1)C)(C)C)CO